F[B-](F)(F)F.C(CCC)C1=CC=C(C=C1)[PH2+]C1=CC=C(C=C1)CCCC di-(4-butylphenyl)phosphonium tetrafluoroborate